ClC1=CC=C(C=C1)CN1C(N2C(C3=NN=C(C=C31)N3CCNCC3)=NN=C2C(C)(C)OC)=O 6-[(4-Chlorophenyl)methyl]-3-(2-methoxypropan-2-yl)-8-(piperazin-1-yl)[1,2,4]triazolo[4',3':1,6]pyrimido[5,4-c]pyridazin-5(6H)-one